methyl (R)-pyrrolidine-3-carboxylate hydrogen chloride Cl.N1C[C@@H](CC1)C(=O)OC